(E)-4,4,4-TRIFLUORO-2-ISOCYANO-3-METHOXYBUT-2-ENENITRILE FC(\C(=C(\C#N)/[N+]#[C-])\OC)(F)F